β-hydroxyacrylic acid OC=CC(=O)O